3-(4-chlorophenyl)-1,4,2-dioxazole ClC1=CC=C(C=C1)C1=NOCO1